1-methyl-N-(1-oxo-1-((4-(3-(2-oxo-2-(pyrrolidin-1-yl)ethyl)pyridin-4-yl)phenyl)amino)-3,3-diphenylpropan-2-yl)-1H-pyrazole-5-carboxamide CN1N=CC=C1C(=O)NC(C(NC1=CC=C(C=C1)C1=C(C=NC=C1)CC(N1CCCC1)=O)=O)C(C1=CC=CC=C1)C1=CC=CC=C1